(S)-4-(((R)-1-(3-amino-5-(trifluoromethyl)phenyl)ethyl)amino)-2-methyl-6-((tetrahydrofuran-3-yl)methyl)-6H-[1,4]oxazino[3,2-g]quinazolin-7(8H)-one NC=1C=C(C=C(C1)C(F)(F)F)[C@@H](C)NC1=NC(=NC2=CC3=C(C=C12)N(C(CO3)=O)C[C@H]3COCC3)C